5-((((3R,11aS)-9-oxo-3,4-dihydro-1H,9H,11H-3,11a-methanopyrimido[6',1':2,3]imidazo[5,1-c][1,4]oxazin-7-yl)oxy)methyl)-2-((2-(trifluoromethyl)pyridin-4-yl)oxy)benzonitrile O=C1N=C(C=C2N1C[C@@]13CO[C@@H](CN12)C3)OCC=3C=CC(=C(C#N)C3)OC3=CC(=NC=C3)C(F)(F)F